C(C)(C)(C)OC(=O)N1CCN(CC1)CC1=CC=CC=C1 1-tert-butoxycarbonyl-(4-benzyl)piperazine